2-allyl-7-(5-bromopyridin-3-yl)-2-(difluoromethyl)tetrahydropyrazolo[1,2-a]pyrazol-1(5H)-one C(C=C)C1(CN2N(C(CC2)C=2C=NC=C(C2)Br)C1=O)C(F)F